5-methyl-3,5-dicyclopropyl-pyrazoline CC1(C=C(NN1)C1CC1)C1CC1